2-(5-amino-3-phenyl-4-(4-sulfamoylbenzyl)-1H-pyrazol-1-yl)oxazole-4-carboxylic acid NC1=C(C(=NN1C=1OC=C(N1)C(=O)O)C1=CC=CC=C1)CC1=CC=C(C=C1)S(N)(=O)=O